[N+](=O)([O-])C1=CC=C(C=C1)N1CCN(CC1)C(=O)OC(C)(C)C tert-butyl 4-(4-nitrophenyl)piperazine-1-carboxylate